NC=1C=CC(=NC1)N1N=C(C(=C1)C1=CN=C(N1C)C(=O)NC1=CC(=C(C=C1)C(=O)N1CC(NCC1)(C)C)Cl)C(F)(F)F 5-[1-(5-amino-2-pyridinyl)-3-(trifluoromethyl)pyrazol-4-yl]-N-[3-chloro-4-(3,3-dimethylpiperazine-1-carbonyl)phenyl]-1-methyl-imidazole-2-carboxamide